C(CN1C(=NC2=C1C=CC(=C2OC)C(N)=O)C2=C(C(=O)O)C=CC(=C2F)Cl)N2C(=NC1=C2C=CC(=C1OC)C(N)=O)C1=C(C(=O)O)C=CC(=C1F)Cl 2,2'-(Ethane-1,2-diylbis(5-carbamoyl-4-methoxy-1H-benzo[d]imidazole-1,2-diyl))bis(4-chloro-3-fluorobenzoic acid)